N1(CCC1)C[C@H]1N(C2=CC=CC=C2C1)C(=O)NC=1C=C2CN(C(C2=CC1)=O)C1C(NC(CC1)=O)=O (2S)-2-(azetidin-1-ylmethyl)-N-(2-(2,6-dioxopiperidin-3-yl)-1-oxoisoindolin-5-yl)indoline-1-carboxamide